7-chloro-3-(2,6-dichloro-3,5-dimethoxyphenyl)-N-((1-(2-methoxyethyl)-1H-pyrazol-4-yl)methyl)-2,6-naphthyridine-1-amine ClC1=NC=C2C=C(N=C(C2=C1)NCC=1C=NN(C1)CCOC)C1=C(C(=CC(=C1Cl)OC)OC)Cl